Cl.Cl.N(N)C1CCN(CC1)C(C)=O 1-(4-hydrazinopiperidin-1-yl)ethanone dihydrochloride